NC1CC(C1)OC1=C(C(=CC=C1)OCC)C1=CC(=NN1)NC=1N=CC(=NC1)C#N 5-((5-(2-((1r,3r)-3-aminocyclobutoxy)-6-ethoxyphenyl)-1H-pyrazol-3-yl)amino)pyrazine-2-carbonitrile